FC=1C=C(C(=C(C1)CC)C)C(F)(F)F (R)-1-(5-fluoro-2-methyl-3-(trifluoromethyl)phenyl)ethan